(E)-1,1,1,4,4,5,5,6,6,6-decafluorohex-2-ene FC(\C=C\C(C(C(F)(F)F)(F)F)(F)F)(F)F